2-[2-(aminomethyl)-3,3-difluoro-allyl]-7-[2-(6-morpholino-3-pyridyl)ethynyl]-[1,2,4]triazolo[4,3-a]pyridin-3-one NCC(CN1N=C2N(C=CC(=C2)C#CC=2C=NC(=CC2)N2CCOCC2)C1=O)=C(F)F